(2-(2-(Dimethylamino)acetamido)pyridin-4-yl)boronic acid CN(CC(=O)NC1=NC=CC(=C1)B(O)O)C